C(C)(C)(C)OC(=O)N1[C@H](CC[C@@H](C1)NC(=O)C1=NC(=C(C=C1)Cl)Cl)C=1OC(=NN1)OCCOC(F)(F)F (2r,5s)-5-(5,6-dichloropyridine-2-amido)-2-{5-[2-(trifluoromethoxy)ethoxy]-1,3,4-oxadiazol-2-yl}piperidine-1-carboxylic acid tert-butyl ester